tert-butyl-((5-(1-(2'-fluoro-5'-methoxy-4-(((tetrahydro-2H-pyran-2-yl)oxy)methyl)-[1,1'-biphenyl]-2-yl)-2,2-dimethylpropoxy)pentyl)oxy)dimethylsilane C(C)(C)(C)[Si](C)(C)OCCCCCOC(C(C)(C)C)C1=C(C=CC(=C1)COC1OCCCC1)C1=C(C=CC(=C1)OC)F